BrCC(=O)OCC(Cl)(Cl)Cl 2,2,2-trichloroethyl 2-bromoacetate